[N+](=O)([O-])C1=NC(=NN1)C1=NN=CO1 5-(5-Nitro-1H-1,2,4-triazol-3-yl)-1,3,4-oxadiazol